6-[3-(1-benzyl-1H-pyrazol-4-yl)-6-methylpyridin-2-yl]-2-(cyclopropylmethyl)-2,3-dihydro-1H-isoindol-1-one C(C1=CC=CC=C1)N1N=CC(=C1)C=1C(=NC(=CC1)C)C1=CC=C2CN(C(C2=C1)=O)CC1CC1